N-(4-Chloro-3-fluorophenyl)-2-[4-([1,2,4]triazolo[1,5-a]pyridin-7-yl)phenyl]acetamide ClC1=C(C=C(C=C1)NC(CC1=CC=C(C=C1)C1=CC=2N(C=C1)N=CN2)=O)F